O=CC(=O)C(C[C@H](N)C(=O)O)C(=O)NCC 4-oxoacetyltheanine